CN[C@@H](CC(=O)O)C(=O)O methyl-aspartic acid